2,2-difluoro-2-(3-methoxyphenyl)acetic acid FC(C(=O)O)(C1=CC(=CC=C1)OC)F